(R)-N-(3,3-difluorocyclobutyl)-6-(3-methylmorpholino)-2-(1H-pyrrolo[2,3-b]pyridin-4-yl)pyrimidin-4-amine FC1(CC(C1)NC1=NC(=NC(=C1)N1[C@@H](COCC1)C)C1=C2C(=NC=C1)NC=C2)F